C(N)(=O)C1=CC(=C(C(=C1)[N+](=O)[O-])NCCCCNC1=C(C=C(C2=C1CC(O2)(C)C)C(=O)N)[N+](=O)[O-])OC 4-((4-((4-carbamoyl-2-methoxy-6-nitrophenyl)amino)butyl)amino)-2,2-dimethyl-5-nitro-2,3-dihydrobenzofuran-7-carboxamide